C(C)(C)(C)OC(=O)N(C([O-])=O)C1=NN2C(C=C(C=C2)NC(=O)OC(C)(C)C)=N1 (tert-butoxycarbonyl)(7-((tert-butoxycarbonyl)amino)-[1,2,4]triazolo[1,5-a]pyridin-2-yl)carbamate